2-(1-methylpyrrolidin-3-yl)acetamide sodium silver mercaptobenzimidazolesulfonate SC1=CC=CC=2N=C(NC21)S(=O)(=O)[O-].[Ag+].[Na+].CN2CC(CC2)CC(=O)N.SC2=CC=CC=1N=C(NC12)S(=O)(=O)[O-]